C(C)(C)NCCOC1=C(C=C(C=C1C)C1=NC2=CC(=CC(=C2C(N1)=O)OC)OC)C 2-(4-(2-(isopropylamino)ethoxy)-3,5-dimethylphenyl)-5,7-dimethoxyquinazolin-4(3H)-one